tert-butyl 3-((3-amino-6-phenylpyridin-2-yl) carbamoyl)-3-fluoro-piperidine-1-carboxylate NC=1C(=NC(=CC1)C1=CC=CC=C1)NC(=O)C1(CN(CCC1)C(=O)OC(C)(C)C)F